N-(4-(3-(diethylamino)propoxy)-3,5-dimethylphenyl)-5-fluoro-4-(3-phenylisoxazolidine-2-yl)pyrimidin-2-amine C(C)N(CCCOC1=C(C=C(C=C1C)NC1=NC=C(C(=N1)N1OCCC1C1=CC=CC=C1)F)C)CC